O=C1N(C2(C3=C(N1)C=CN=C3)CC2)CC(=O)OCC2=CC=CC=C2 benzyl 2-{2'-oxo-1'H-spiro[cyclopropane-1,4'-pyrido[4,3-d]pyrimidin]-3'-yl}acetate